4-[(4-methyl-2-oxo-chromen-7-yl)oxymethyl]benzoic acid [2-oxo-2-(2-thienylmethylcarbamoylamino) ethyl] ester O=C(COC(C1=CC=C(C=C1)COC1=CC=C2C(=CC(OC2=C1)=O)C)=O)NC(NCC=1SC=CC1)=O